C(C)(C)N(C)N1N=CC2=CC=CC=C12 (isopropyl(methyl)amino)-1H-indazol